3-(aminomethyl)-1,4-dihydro-1,2,4-triazol-5-one NCC1=NNC(N1)=O